BrC1=NC=CC(=C1OC)CC=1C(=C(C=NC1)NC1=C(C=C(C=C1)Cl)F)C 5-[(2-bromo-3-methoxy-4-pyridinyl)methyl]-N-(4-chloro-2-fluoro-phenyl)-4-methyl-pyridin-3-amine